NC1(CC1)CNC1=NC(=C2C(=N1)N(N=C2)C)NC21CC(C2)(C1)F N6-[(1-aminocyclopropyl)methyl]-N4-{3-fluorobicyclo[1.1.1]pentan-1-yl}-1-methyl-1H-pyrazolo[3,4-d]pyrimidine-4,6-diamine